(E)-2-amino-5-styrylbenzoic acid NC1=C(C(=O)O)C=C(C=C1)\C=C\C1=CC=CC=C1